racemic-(1S,2S,4R)-7-azabicyclo[2.2.1]heptan-2-ol [C@@H]12[C@H](C[C@@H](CC1)N2)O |r|